5-amino-8-bromo-7-phenyl-2-((2-(trimethylsilyl)ethoxy)methyl)-[1,2,4]triazolo[4,3-C]pyrimidin-3(2H)-one NC1=NC(=C(C=2N1C(N(N2)COCC[Si](C)(C)C)=O)Br)C2=CC=CC=C2